5-(2-(6-((cis)-2,6-dimethylmorpholino)pyridin-2-yl)-1,6-naphthyridin-7-yl)-5-((diphenylmethylene)amino)pentyl acetate C(C)(=O)OCCCCC(N=C(C1=CC=CC=C1)C1=CC=CC=C1)C1=NC=C2C=CC(=NC2=C1)C1=NC(=CC=C1)N1C[C@@H](O[C@@H](C1)C)C